[8-(1-octylnonoxy)-8-oxo-octyl] (2S,4R)-4-hydroxypiperidine-2-carboxylate O[C@H]1C[C@H](NCC1)C(=O)OCCCCCCCC(=O)OC(CCCCCCCC)CCCCCCCC